5-Mercapto-1H-tetrazole-1-methanesulfonic acid, disodium salt [Na+].[Na+].SC1=NN=NN1CS(=O)(=O)[O-].SC1=NN=NN1CS(=O)(=O)[O-]